O1CCN(CC1)C(C[C@H](C(N[C@@H](CCCC1=CC=CC=C1)B1OC(C(O1)(C)C)(C)C)=O)N(C(OC(C)(C)C)=O)CCC1=CC=CC=C1)=O tert-butyl ((R)-4-morpholino-1,4-dioxo-1-(((R)-4-phenyl-1-(4,4,5,5-tetramethyl-1,3,2-dioxaborolan-2-yl)butyl) amino)butan-2-yl)(phenethyl)carbamate